C(C(C(CCO)O)O)O pentane-1,2,3,5-tetraol